5-(3-chlorobenzoylamino)-N-[2-(3-chlorophenyl)propan-2-yl]-1,2,3-thiadiazole-4-carboxamide ClC=1C=C(C(=O)NC2=C(N=NS2)C(=O)NC(C)(C)C2=CC(=CC=C2)Cl)C=CC1